ClC1=C(OC2CCN(CC2)C(=O)NC2=CC(=CC=C2)C(NC)=O)C=CC=C1 4-(2-chlorophenoxy)-N-(3-(methylcarbamoyl)phenyl)piperidine-1-carboxamide